CC1=C(C2=CC=CC=C2C=C1)C=O methyl-naphthalene-formaldehyde